N1=CC=CC=2C(CCCC12)=NO 7,8-dihydro-6H-quinolin-5-one oxime